1-(1,2,3,4-tetrahydroisoquinolin-6-yl)dihydropyrimidine-2,4(1H,3H)-dione hydrochloride Cl.C1NCCC2=CC(=CC=C12)N1C(NC(CC1)=O)=O